ClC1=NC2=CC(=CC=C2C=C1C1CC(=NN1C(CCCC(=O)NCCCN1CCOCC1)=O)C1=CC=C(C=C1)C=1C=NC(=CC1)C(F)(F)F)OCC 5-(5-(2-Chloro-7-ethoxyquinolin-3-yl)-3-(4-(6-(trifluoromethyl)pyridin-3-yl)phenyl)-4,5-dihydro-1H-pyrazol-1-yl)-N-(3-morpholinopropyl)-5-oxopentanamide